Cl.FC(CN)(F)F 2,2,2-trifluoroethanamine hydrochloride